5-(5-(1-(cyclopropylmethyl)-1H-pyrrol-3-yl)-6-methylpyridazin-3-yl)pyrimidine-2,4(1H,3H)-dione C1(CC1)CN1C=C(C=C1)C=1C=C(N=NC1C)C=1C(NC(NC1)=O)=O